O=C1NC(CCC1N1C(C2=CC=CC(=C2C1=O)NCCOCCOCCC(=O)OCCCC)=O)=O butyl 3-(2-(2-((2-(2,6-dioxopiperidin-3-yl)-1,3-dioxoisoindolin-4-yl)amino)ethoxy)ethoxy)propanoate